C=C1C(C(=O)CC(C2C(C(C(C=C2)=O)=O)=C)=O)C=CC(C1=O)=O bis(methylene-3,4-dioxobenzoyl)methane